C[C@@H]1N(CCC2=CC=CC=C12)C(=O)C=1C=C2CN(C(C2=CC1)=O)C1C(NC(CC1)=O)=O 3-(5-((S)-1-methyl-1,2,3,4-tetrahydroisoquinoline-2-carbonyl)-1-oxoisoindolin-2-yl)piperidine-2,6-dione